O=C1NC(CCC1N1C(C2=CC=CC(=C2C1)OCC=1C=CC=NC1)=O)=O 5-(((2-(2,6-dioxopiperidin-3-yl)-1-oxoisoindolin-4-yl)oxy)methyl)pyridin